ClC1=CC(=C(C(=O)O)C=C1)C(=O)OC 4-chloro-2-methoxycarbonyl-benzoic acid